2-(8-fluoro-2-methylimidazo[1,2-a]pyridin-6-yl)-7-(hexahydropyrrolo[3,4-c]pyrrol-2(1H)-yl)-4H-pyrido[1,2-a][1,3,5]triazin-4-one FC=1C=2N(C=C(C1)C=1N=C3N(C(N1)=O)C=C(C=C3)N3CC1CNCC1C3)C=C(N2)C